diamyl-benzene C(CCCC)C1=C(C=CC=C1)CCCCC